4-bromo-1-(2-chloroethyl)-1H-pyrazole BrC=1C=NN(C1)CCCl